FC(CCS(=O)(=O)Cl)F 3,3-difluoropropane-1-sulfonyl chloride